The molecule is a DHET obtained by formal dihydroxylation across the 5,6-double bond of arachidonic acid. It has a role as a mouse metabolite. CCCCC/C=C\\C/C=C\\C/C=C\\CC(C(CCCC(=O)O)O)O